1-[(4-methoxyphenyl)-methyl]-7-[2-methyl-4-[6-(trifluoromethyl)pyrido[3,2-d]pyrimidin-2-yl]phenyl]-1H,5H,6H,7H,8H-[1,2,3]triazolo[4,5-f][1,4]oxazepin COC1=CC=C(C=C1)CN1N=NC2=C1CN(CCO2)C2=C(C=C(C=C2)C=2N=CC1=C(N2)C=CC(=N1)C(F)(F)F)C